BrC=1C=NN(C1)C=1C=C(C=CC1)NC(C=C)=O N-(3-(4-bromo-1H-pyrazol-1-yl)phenyl)acrylamide